ClC1=C(NC2=NSC=3C2=NC=C(N3)C=NCCNC(C)=O)C=CC=C1C1=CC3=C(OCCO3)C=C1 2-((3-(2-chloro-3-(1,4-benzodioxan-6-yl)anilino)isothiazolo[4,5-b]pyrazin-6-ylmethylene)amino)-1-acetamido-ethane